C=C(C(=O)O)C(=O)O.[K] potassium methylenemalonic acid